O1CC(CC1)CN 1-(oxacyclopent-3-yl)methylamine